NC=1SC=C(N1)/C(/C(=O)O)=N/OCC(=O)OC (Z)-2-(2-aminothiazole-4-yl)-2-(methoxycarbonylmethoxy-imino)Acetic Acid